ClS(=O)(=O)C1=C(COCCCCN(C(OC(C)(C)C)=O)C2CCC(CC2)(F)F)C=C(C=C1)C tert-Butyl (4-((2-(chlorosulfonyl)-5-methylbenzyl)oxy)butyl)(4,4-difluorocyclohexyl)carbamate